CC1(OCCO1)/C(/C(=O)O)=C\C 2-(2-methyl-1,3-dioxolanyl)crotonic acid